3-(4-{[(2E)-4-methylpenta-2,4-dien-1-yl]oxy}-phenyl)hex-4-ynoic acid methyl ester COC(CC(C#CC)C1=CC=C(C=C1)OC\C=C\C(=C)C)=O